NC1=CC=2C(C3=CC(=CC=C3C2C=C1)N)=O 2,7-diamino-9H-fluorene-9-one